C(C)(C)(C)OC(=O)N1CCC(CC1)NC=1C=C2C(=NC1)N(C=C2C(=O)OCC)COCC[Si](C)(C)C ethyl 5-((1-(tert-butoxycarbonyl) piperidin-4-yl) amino)-1-((2-(trimethylsilyl) ethoxy) methyl)-1H-pyrrolo[2,3-b]pyridine-3-carboxylate